(Rac)-ethyl-4-(2-ethoxy-2-oxoethyl)-3-(6-(propylthio)-9H-purin-9-yl)tetrahydrothiophene-3-carboxylate C(C)OC(=O)C1(CSCC1CC(=O)OCC)N1C2=NC=NC(=C2N=C1)SCCC